C1(C=CC=C1)[Ti](C1=C(C(=CC=C1F)N1C=CC=C1)F)(C1=C(C(=CC=C1F)N1C=CC=C1)F)C1C=CC=C1 bis(cyclopentadienyl)bis(2,6-difluoro-3-(pyrrol-1-yl)phenyl)titanium